((1,2,3,5,6,7-hexahydro-s-indacen-4-yl)carbamoyl)-6-(2-methoxyethyl)-6,7-dihydro-5H-pyrazolo[5,1-b][1,3]oxazine-3-sulfonimidamide C1CCC2=C(C=3CCCC3C=C12)NC(=O)C1=NN2C(OCC(C2)CCOC)=C1S(=O)(N)=N